(1-isopropyl-1H-pyrazol-3-yl)-5-phenyl-2-(pyridin-2-yl)pyrrolo[2,1-f][1,2,4]triazin-4-ol C(C)(C)N1N=C(C=C1)C=1C(=C2C(=NC(=NN2C1)C1=NC=CC=C1)O)C1=CC=CC=C1